C1(CC1)C1=C(C(=NO1)C1=C(C=NC=C1Cl)Cl)COC12CCC(CC1)(CC2)/C=C/C=2C=C1C(=CC=NC1=CC2)OC(C)C (E)-6-(2-(4-((5-Cyclopropyl-3-(3,5-dichloropyridin-4-yl)isoxazol-4-yl)methoxy)bicyclo[2.2.2]octan-1-yl)vinyl)-4-isopropoxychinolin